COC(=O)C=1N=C(NC1C(=O)OC)CCCC 2-butyl-1H-imidazole-4,5-dicarboxylic acid dimethyl ester